BrC=1C(=NC(=C(C1)C)N(C)C)NC1=C(C(=CC=C1C)OCC1=CC=C(C=C1)OC)C 3-Bromo-N2-(3-((4-methoxybenzyl)oxy)-2,6-dimethylphenyl)-N6,N6,5-trimethylpyridine-2,6-diamine